CN1N=CC(=C1C1=CC=2N(C=C1)N=C(C2)NC2=NC(=NC(=C2C)C)C)OC[C@@H]2N(CC2)C 5-[2-methyl-4-[[(2R)-1-methylazetidin-2-yl]methoxy]pyrazol-3-yl]-N-(2,5,6-trimethylpyrimidin-4-yl)pyrazolo[1,5-a]pyridin-2-amine